2-(4-methoxyphenyl)-1-(3-(5-(trifluoromethyl)-1,2,4-oxadiazol-3-yl)-6,7-dihydrothieno[3,2-c]pyridin-5(4H)-yl)propan-1-one COC1=CC=C(C=C1)C(C(=O)N1CC2=C(CC1)SC=C2C2=NOC(=N2)C(F)(F)F)C